C(C)(C)(C)C=1N(C=CN1)CC1=CC=C(C=C1)C=1C(=CC=C(C1)CC(C)C)S(=O)(=O)NC1=NC=C(C=N1)Cl 4'-((2-(tert-butyl)-1H-imidazol-1-yl)methyl)-N-(5-chloropyrimidin-2-yl)-5-isobutyl-[1,1'-biphenyl]-2-sulfonamide